1'-[2-(4-{[dimethyl(oxo)-λ6-sulfanylidene]amino}phenoxy)ethyl]-2-oxo-1,2-dihydrospiro[indole-3,4'-piperidine]-5-carbonitrile CS(=O)(C)=NC1=CC=C(OCCN2CCC3(CC2)C(NC2=CC=C(C=C23)C#N)=O)C=C1